methyl-cyclopentane-1-carboxylic acid CC1(CCCC1)C(=O)O